FC[C@@H](COC1=CC=C(C(=O)NC2=CC=C(C=C2)N2CCN(CC2)C2=NC=CC=C2)C=C1)O |r| rac-4-(3-Fluoro-2-hydroxypropoxy)-N-(4-(4-(pyridin-2-yl)piperazin-1-yl)phenyl)benzamid